C(C)OC(=O)C=1OC(=CN1)C1=NC(=CN=C1)OCC 5-(6-ethoxypyrazin-2-yl)-1,3-oxazole-2-carboxylic acid ethyl ester